BrC1=CC=C(OCCOCCOCCNC(OC(C)(C)C)=O)C=C1 tert-butyl (2-(2-(2-(4-bromophenoxy)ethoxy)ethoxy)ethyl)carbamate